SC1(SC(=NN1)C)S 2-mercapto-5-methyl-1,3,4-thiadiazole-2-thiol